(2s,4r)-1-((S)-3,3-dimethyl-2-(8-(methylamino)octanoylamino)butanoyl)-4-hydroxy-N-((S)-1-(4-(4-methylthiazol-5-yl)phenyl)ethyl)pyrrolidine-2-carboxamide CC([C@@H](C(=O)N1[C@@H](C[C@H](C1)O)C(=O)N[C@@H](C)C1=CC=C(C=C1)C1=C(N=CS1)C)NC(CCCCCCCNC)=O)(C)C